N-((3R,4S)-3-methyl-1-((1-methyl-1H-imidazol-4-yl)sulfonyl)piperidin-4-yl)-4-(5-methylthiazol-2-yl)-5-(trifluoromethyl)pyrimidin-2-amine C[C@@H]1CN(CC[C@@H]1NC1=NC=C(C(=N1)C=1SC(=CN1)C)C(F)(F)F)S(=O)(=O)C=1N=CN(C1)C